2-(1H-pyrazol-4-yl)cyclopropane-1-carboxamide N1N=CC(=C1)C1C(C1)C(=O)N